FCC(CF)N1CCC(CC1)NC1=C(C=C(C=C1)S(=O)(=O)NC(C1=C(C=CC=C1)OC=1C=C2C(=NC1)NC=C2)=O)[N+](=O)[O-] N-{[4-({1-[2-fluoro-1-(fluoromethyl)ethyl]piperidin-4-yl}amino)-3-nitrophenyl]sulfonyl}-2-(1H-pyrrolo[2,3-b]pyridin-5-yloxy)benzamide